C[C@H]1[C@H]([C@@H]([C@@H]([C@@H](O1)O[C@@H](C2=CN=CN2)[C@@H](C(=O)N[C@H](CCO)[C@H]([C@H](C)C(=O)N[C@H](C(=O)NCCC3=N[C@H](CS3)C4=NC(=CS4)C(=O)NCCC(=N)N)C(C)(C)O)O)NC(=O)C5=C(C(=NC(=N5)[C@H](CC(=O)N)NC[C@@H](C(=O)N)N)N)C)O[C@@H]6[C@H]([C@H]([C@@H]([C@H](O6)CO)O)OC(=O)N)O)O)O The molecule is a glycopeptide antibiotic found in Streptomyces flavoviridis. It has a role as an antimicrobial agent and a bacterial metabolite.